ClC1=C(C=CC(=C1)OCC=1C(=NOC1C(C)C)C1=C(C=CC=C1Cl)Cl)C=CC=1C=C(C(=O)O)C=CC1 3-[2-[2-chloro-4-[[3-(2,6-dichlorophenyl)-5-(1-methylethyl)-4-isoxazolyl]methoxy]phenyl]vinyl]benzoic acid